NC([C@H](CN1C(NCC1)=O)NC(=O)[C@@H]1[C@H]2C([C@H]2CN1C([C@H](C(C)(C)C)N)=O)(C)C)=O (1R,2S,5S)-N-((S)-1-amino-1-oxo-3-(2-oxoimidazolin-1-yl)propan-2-yl)-3-((S)-2-amino-3,3-dimethylbutyryl)-6,6-dimethyl-3-azabicyclo[3.1.0]hexane-2-carboxamide